nonyl (S)-2-hydroxypropanoate O[C@H](C(=O)OCCCCCCCCC)C